(4-(1-methyl-4-(trifluoromethyl)-1H-pyrrolo[2,3-c]pyridin-7-yl)piperazin-1-yl)methanone hydrochloride Cl.CN1C=CC=2C1=C(N=CC2C(F)(F)F)N2CCN(CC2)C=O